(1R)-2-(4-{1-[2-(3-Chloropropyl)-6-methyl-2H-pyrazolo[3,4-b]pyridin-5-yl]-5-methyl-4-(propan-2-yl)-1H-pyrazol-3-yl}-2H-indazol-2-yl)-1-phenylethan-1-ol ClCCCN1N=C2N=C(C(=CC2=C1)N1N=C(C(=C1C)C(C)C)C=1C2=CN(N=C2C=CC1)C[C@H](O)C1=CC=CC=C1)C